N=1N(C=C2C=CC=CC12)CC(=O)O 2-(2H-indazol-2-yl)acetic acid